tert-butyl (4R)-4-[[(R)-tert-butylsulfinyl]amino]-2-methyl-spiro[4,6-dihydrocyclopenta[c]pyrazole-5,4'-piperidine]-1'-carboxylate C(C)(C)(C)[S@@](=O)N[C@H]1C=2C(=NN(C2)C)CC12CCN(CC2)C(=O)OC(C)(C)C